(3R,6S)-4-tert-butoxy-carbonyl-6-methyl-morpholine-3-carboxylic acid C(C)(C)(C)OC(=O)N1[C@H](CO[C@H](C1)C)C(=O)O